O=C1NC(CCC1NC(C1=CC(=CC(=C1)N1CCC2(CC(CC2)N2CCN(CC2)C2=CC=C(C=C2)[N+](=O)[O-])CC1)F)=O)=O N-(2,6-dioxo-3-piperidyl)-3-fluoro-5-[3-[4-(4-nitrophenyl)piperazin-1-yl]-8-azaspiro[4.5]decan-8-yl]benzamide